NCC=1C=NN(C1)CC1=CC2=C(C(=NO2)NS(=O)(=O)C2=C(C=CC(=C2)CC)OCCC#N)C(=C1)OC N-(6-((4-(aminomethyl)-1H-pyrazol-1-yl)methyl)-4-methoxybenzo[d]isoxazol-3-yl)-2-(2-cyanoethoxy)-5-ethylbenzenesulfonamide